COC(C1=CC(=C(C=C1)N)NCC1=NN=CN1CCC)=O.C1(CCCCC1)C(=O)N1CCC(CC1)C1=C(C(=C(C=C1)C=1C=NNC1)F)F cyclohexyl-(4-(2,3-difluoro-4-(1H-pyrazol-4-yl)phenyl)piperidin-1-yl)methanone methyl-4-amino-3-(((4-propyl-4H-1,2,4-triazol-3-yl)methyl)amino)benzoate